C1=CC=CC=2SC3=CC=CC=C3SC12.O=C1C(=CC=CC1)C1=CC=CC=C1 ketobiphenyl thianthrene salt